Tert-butyl (S)-((4-ethyl-8-fluoro-4-hydroxy-9-methyl-3,14-dioxo-10-((trimethylsilyl)ethynyl)-3,4,12,14-tetrahydro-1H-pyrano[3',4':6,7]indolizino[1,2-b]quinolin-11-yl)methyl)carbamate C(C)[C@]1(C(OCC=2C(N3CC=4C(=NC=5C=C(C(=C(C5C4CNC(OC(C)(C)C)=O)C#C[Si](C)(C)C)C)F)C3=CC21)=O)=O)O